N-((R,E)-4-(Methylsulfonyl)but-3-en-2-yl)-4-(2-(o-tolyl)piperidin-1-yl)benzamide CS(=O)(=O)/C=C/[C@@H](C)NC(C1=CC=C(C=C1)N1C(CCCC1)C1=C(C=CC=C1)C)=O